FC(CCN1N=NC(=C1)C(=O)NCC1=NC=CC(=C1)C(F)(F)F)CN1N=NC(=C1)NC(CN1CC(C1)F)=O 1-(3-fluoro-4-{4-[2-(3-fluoroazetidin-1-yl)acetamido]-1H-1,2,3-triazol-1-yl}butyl)-N-{[4-(trifluoromethyl)pyridin-2-yl]methyl}-1H-1,2,3-triazole-4-carboxamide